(S)-1-(6-(3,5-dimethylisoxazol-4-yl)-4-(3-phenylmorpholino)quinazolin-2-yl)-N-methylpiperidine-4-carboxamide CC1=NOC(=C1C=1C=C2C(=NC(=NC2=CC1)N1CCC(CC1)C(=O)NC)N1[C@H](COCC1)C1=CC=CC=C1)C